C(C)(C)C1=C(OC=2C(=NC(=NC2C)N)N)C=C(C(=C1)OC)OC 5-(2-Isopropyl-4,5-dimethoxy-phenoxy)-6-methyl-pyrimidine-2,4-diamine